Tert-butyl (S)-4-(7-bromo-2-methyl-8-oxo-6-(trifluoromethyl)-8H-pyrido[2,1-f][1,2,4]triazin-4-yl)-3-methylpiperazine-1-carboxylate BrC1=C(C=C2C(=NC(=NN2C1=O)C)N1[C@H](CN(CC1)C(=O)OC(C)(C)C)C)C(F)(F)F